2-(5-methoxy-1H-indol-3-yl)-1-((1R,4S)-7-(methoxymethyl)-2-azabicyclo[2.2.1]hept-5-en-2-yl)ethan-1-one COC=1C=C2C(=CNC2=CC1)CC(=O)N1[C@@H]2C=C[C@H](C1)C2COC